5-chloro-3-isopropyl-N-{[2-(pyrazol-1-yl)phenyl]methyl}-1H-pyrazolo[4,3-d]pyrimidin-7-amine ClC=1N=C(C2=C(N1)C(=NN2)C(C)C)NCC2=C(C=CC=C2)N2N=CC=C2